tert-Butyl (2S,4R)-4-hydroxy-2-[4-[methyl-[[4-(4-methyl-1,3-thiazol-5-yl)phenyl]methyl]carbamoyl]-1H-imidazol-2-yl]pyrrolidine-1-carboxylate O[C@@H]1C[C@H](N(C1)C(=O)OC(C)(C)C)C=1NC=C(N1)C(N(CC1=CC=C(C=C1)C1=C(N=CS1)C)C)=O